COC1=C(C=C(C=C1)C=1C=C2C(=CN1)NN=C2C(=O)NC)NC(C=C)=O 5-[4-methoxy-3-(prop-2-enamido)phenyl]-N-methyl-1H-pyrazolo[3,4-c]pyridine-3-carboxamide